(2S,4s,6S)-7-((5-methoxy-7-methyl-1H-indol-4-yl)methyl)-6-(4-(morpholine-4-carbonyl)phenyl)-7-azaspiro[3.5]nonane-2-carbonitrile COC=1C(=C2C=CNC2=C(C1)C)CN1[C@@H](CC2(CC(C2)C#N)CC1)C1=CC=C(C=C1)C(=O)N1CCOCC1